2-amino-4-(3'-chloro-[1,1'-biphenyl]-3-yl)-6-phenylpyridine-3,5-dinitrile NC1=NC(=C(C(=C1C#N)C=1C=C(C=CC1)C1=CC(=CC=C1)Cl)C#N)C1=CC=CC=C1